Isotetracosyl oleate C(CCCCCCC\C=C/CCCCCCCC)(=O)OCCCCCCCCCCCCCCCCCCCCCC(C)C